NC1=NC(=CC(=N1)N1CCC2(C[C@H](NC2)C(=O)O)CC1)O[C@@H](C(F)(F)F)C1=C(C=C(C=C1)C1=CC=C(C=C1)SC)N1N=C(C=C1)C (S)-8-(2-amino-6-((R)-2,2,2-trifluoro-1-(3-(3-methyl-1H-pyrazol-1-yl)-4'-(methylthio)-[1,1'-biphenyl]-4-yl)ethoxy)pyrimidin-4-yl)-2,8-diazaspiro[4.5]decane-3-carboxylic acid